racemic-3-((3-butyl-7-(dimethylamino)-3-methyl-1,1-dioxido-5-phenyl-2,3,4,5-tetrahydro-1,5-benzothiazepin-8-yl)oxy)propanoic acid C(CCC)[C@]1(CS(C2=C(N(C1)C1=CC=CC=C1)C=C(C(=C2)OCCC(=O)O)N(C)C)(=O)=O)C |r|